C(C=C)(=O)N1C[C@@H](N(C[C@H]1C)C1=NC(N2C3=C(C(=C(C=C13)Cl)C1=C(C=C(C(=C1)Cl)F)F)OCC1(CCN(CC1)C)C2)=O)C 8-((2S,5R)-4-acryloyl-2,5-dimethylpiperazin-1-yl)-10-chloro-11-(5-chloro-2,4-difluorophenyl)-r-methyl-2H-spiro[[1,4]oxazepino[2,3,4-ij]quinazoline-3,4'-piperidin]-6(4H)-one